7-Methoxy-1-(3-methoxypyridin-4-yl)-3-methyl-8-(1-methyl-1H-pyrazol-4-yl)-1,3-dihydroimidazo[4,5-c]quinolin-2-one COC=1C(=CC=2C3=C(C=NC2C1)N(C(N3C3=C(C=NC=C3)OC)=O)C)C=3C=NN(C3)C